1-(2'-Hydroxy-4'-acetoxy-phenyl)-2-(1H-1,2,4-triazolyl)ethanone OC1=C(C=CC(=C1)OC(C)=O)C(CN1N=CN=C1)=O